2-(2-(4-(((3S,4R)-4-(4-fluorophenyl)piperidin-3-yl)methoxy)phenoxy)-ethoxy)acetic acid hydrochloride Cl.FC1=CC=C(C=C1)[C@H]1[C@@H](CNCC1)COC1=CC=C(OCCOCC(=O)O)C=C1